[C@H]12CN(C[C@H](CC1)N2)C2=NC(=NC1=C(C(=C(C=C21)F)C=2C=C(C=C(C2C2CC2)Cl)O)F)OC[C@]21CCCN1C[C@@H](C2)F 3-(4-((1R,5S)-3,8-diazabicyclo[3.2.1]octan-3-yl)-6,8-difluoro-2-(((2R,7aS)-2-fluorotetrahydro-1H-pyrrolizin-7a(5H)-yl)methoxy)quinazolin-7-yl)-5-chloro-4-cyclopropylphenol